ClC=1C=C(C=CC1)C1=CC(=CC=C1)C1=NC(=NC(=N1)C1=CC=CC=C1)C1=CC=CC=C1 2-(3'-chlorobiphenyl-3-yl)-4,6-diphenyl-1,3,5-triazine